C(C=C)(=O)O.NCCCCCCN1C(CCC1=O)=O N-aminohexylsuccinimide acrylate